[[5-(4-Tert-butoxycarbonylpiperazin-1-yl)pyrazolo[1,5-a]pyrimidine-3-carbonyl]amino]-1-methyl-pyrazole-3-carboxylic acid C(C)(C)(C)OC(=O)N1CCN(CC1)C1=NC=2N(C=C1)N=CC2C(=O)NC=2C(=NN(C2)C)C(=O)O